(Z)-1-(2-chloro-6-fluoro-phenyl)-N-hydroxy-cyclopropanecarboxamidine ClC1=C(C(=CC=C1)F)C1(CC1)/C(=N/[H])/NO